3-[5-(2-methyl-1,3-dioxolan-2-yl)thiophen-2-yl]propanoate CC1(OCCO1)C1=CC=C(S1)CCC(=O)[O-]